4-(hydroxymethyl)-2,2-dimethyl-piperidine-1-carboxylic acid tert-butyl ester C(C)(C)(C)OC(=O)N1C(CC(CC1)CO)(C)C